2-(2,2-diethylcyclopropane-1-carbonyl)-8,8-dimethyl-7-oxo-2-azaspiro[3.5]non-5-ene-6-carbonitrile C(C)C1(C(C1)C(=O)N1CC2(C1)C=C(C(C(C2)(C)C)=O)C#N)CC